FC=1C(=C(C(=O)O)C=C(C1F)CC1=C(C(=NC=C1)NS(NC)(=O)=O)F)NC1=C(C=C(C=C1)I)F 3,4-difluoro-2-(2-fluoro-4-iodoanilino)-5-[[3-fluoro-2-(methylsulfamoylamino)pyridin-4-yl]methyl]benzoic acid